7-Chloro-1-phenyl-4-(pyrrolidin-1-yl)quinazolin-2(1H)-one ClC1=CC=C2C(=NC(N(C2=C1)C1=CC=CC=C1)=O)N1CCCC1